(S)-1-{6-oxo-1-propyl-8-[1-(3-trifluoromethyl-benzyl)-1H-pyrazol-4-yl]-6,7-dihydro-1H-purin-2-yl}-pyrrolidine-2-carboxylic acid O=C1C=2NC(=NC2N=C(N1CCC)N1[C@@H](CCC1)C(=O)O)C=1C=NN(C1)CC1=CC(=CC=C1)C(F)(F)F